4-bromo-1-isopropyl-1,2-dihydropyridin-2-one BrC1=CC(N(C=C1)C(C)C)=O